C1(CC1)C1=NOC=C1C=1OC=C(N1)[C@@H]1C(C12CCN(CC2)S(=O)(=O)N)(F)F (2R)-2-[2-(3-Cyclopropylisoxazol-4-yl)-1,3-oxazol-4-yl]-1,1-difluoro-6-azaspiro[2.5]octan-6-sulfonamid